P(=O)(OC(C)CCCC)(OC(C)CCCC)[O-] di(2-hexyl) phosphate